tert-butyl 3'-(4-nitro-1-((2-(trimethylsilyl)ethoxy)methyl)-1H-pyrazol-5-yl)-7'H-spiro[cyclopropane-1,6'-pyrazolo[1,5-a]pyrimidine]-4'(5'H)-carboxylate [N+](=O)([O-])C=1C=NN(C1C=1C=NN2C1N(CC1(C2)CC1)C(=O)OC(C)(C)C)COCC[Si](C)(C)C